6-chloro-3-((2-(trimethylsilyl)ethoxy)methyl)pyrimidin-4(3H)-one ClC1=CC(N(C=N1)COCC[Si](C)(C)C)=O